2-[2-(benzyloxy)-1,1-difluoroethyl]-1-(benzylsulfanyl)-4-chlorobenzene C(C1=CC=CC=C1)OCC(F)(F)C1=C(C=CC(=C1)Cl)SCC1=CC=CC=C1